FC1=C(COC2=C(C(N(C(=C2)C)C=2C(=CC(=C(C(=O)NC)C2)CCO)C)=O)Br)C=CC(=C1)F 5-(4-(2,4-difluorobenzyloxy)-3-bromo-6-methyl-2-oxopyridin-1(2H)-yl)-2-(2-hydroxyethyl)-N,4-dimethylbenzamide